5-(1-(1-(tert-butoxycarbonyl)piperidin-4-yl)-1-hydroxyethyl)-2-(4-chlorobenzoyl)-3-fluorobenzoic acid C(C)(C)(C)OC(=O)N1CCC(CC1)C(C)(O)C=1C=C(C(=C(C(=O)O)C1)C(C1=CC=C(C=C1)Cl)=O)F